NC1=CC(=NC=C1NCC1(CC1)C#N)C#N 4-amino-5-(((1-cyanocyclopropyl)methyl)amino)cyanopyridine